tert-Butyl 4-[4-({2-[(2H3)methyloxy](2H4)ethyl}oxy)phenyl](2H8)piperazine-1-carboxylate C(OC(C(OC1=CC=C(C=C1)N1C(C(N(C(C1([2H])[2H])([2H])[2H])C(=O)OC(C)(C)C)([2H])[2H])([2H])[2H])([2H])[2H])([2H])[2H])([2H])([2H])[2H]